N-((R)-1-(3-amino-5-(trifluoromethyl)phenyl)ethyl)-7-bromo-2-methyl-6-(((S)-tetrahydrofurane-3-yl)oxy)quinazolin-4-amine NC=1C=C(C=C(C1)C(F)(F)F)[C@@H](C)NC1=NC(=NC2=CC(=C(C=C12)O[C@@H]1COCC1)Br)C